O=C1NC(CCC1N1C(C2=CC=C(C=C2C1=O)N1CCN(CC1)CCC(=O)O)=O)=O 3-{4-[2-(2,6-Dioxopiperidin-3-yl)-1,3-dioxoisoindol-5-yl]Piperazin-1-yl}propionic acid